FC1=CC(=C(OC=2C(=NC=NC2)N2CC3(C2)CC(C3)NC(C)C3=CC=C(C#N)C=C3)C=C1)C=1C(=NC=NC1)C(C)C 4-(1-((2-(5-(4-fluoro-2-(4-isopropylpyrimidin-5-yl)phenoxy)pyrimidin-4-yl)-2-azaspiro[3.3]heptan-6-yl)amino)ethyl)benzonitrile